FC1(CC2(CC1)CC(N(CC2)CC2=C1C=CNC1=C(C=C2OC)C)C2=CC=C(C(=O)O)C=C2)F 4-(2,2-difluoro-8-((5-methoxy-7-methyl-1H-indol-4-yl)methyl)-8-azaspiro[4.5]decan-7-yl)benzoic acid